N1N=CC(=C1)C1N(CCN(C1)C1=NC(=NC=C1)C1=CN=C2N1C=C(C=C2)C(F)(F)F)C(=O)C=2C=NOC2C (2-(1H-pyrazol-4-yl)-4-(2-(6-(trifluoromethyl)imidazo[1,2-a]pyridin-3-yl)pyrimidin-4-yl)piperazin-1-yl)(5-methylisoxazol-4-yl)methanone